N-[4-(cyanomethyl)-2,5-difluoro-phenyl]-2-ethyl-1-keto-isoquinoline-5-sulfonamide C(#N)CC1=CC(=C(C=C1F)NS(=O)(=O)C=1C=2C=CN(C(C2C=CC1)=O)CC)F